CC(CC(C(=O)N)CCC)CC (2-methylbutyl)pentanamide